C(C1=CC=CC=C1)C1C(NCCN1C1=NC=C2C(=N1)N(N=C2C2=C(C(=C(C(=C2)C(F)(F)F)F)O)F)C)=O 3-Benzyl-4-(3-(2,4-difluoro-3-hydroxy-5-(trifluoromethyl)phenyl)-1-methyl-1H-pyrazolo[3,4-d]pyrimidin-6-yl)piperazin-2-one